7-fluoro-5-oxa-2-azaspiro[3.5]Nonane-2-carboxylic acid-(S)-benzyl ester C(C1=CC=CC=C1)OC(=O)N1CC2(C1)OCC(CC2)F